[P]=O.[Zr].[Na] sodium zirconium phosphorus oxide